tert-butyl 3-(4,4,5,5-tetramethyl-1,3,2-dioxaborolan-2-yl)-7-(trifluoromethyl)-indole-1-carboxylate CC1(OB(OC1(C)C)C1=CN(C2=C(C=CC=C12)C(F)(F)F)C(=O)OC(C)(C)C)C